Cl.CNC(=O)[C@@H]1N(C[C@H](NC1)C)CC(=O)N1CC(C2=CC=C(C=C12)Cl)(C)C (2R,5R)-1-[2-(6-Chloro-3,3-dimethyl-2,3-dihydro-indol-1-yl)-2-oxo-ethyl]-5-methyl-piperazine-2-carboxylic acid methyl-amide hydrochloride salt